N[C@@H]1CN(C[C@@H](C1(C)O)C)C1=C2C(=NC=C1NC(=O)C1=NC(=C(C=C1)F)C1=C(C=CC=C1F)F)C(CC2)O N-{4-[(3R,5S)-3-amino-4-hydroxy-4,5-dimethylpiperidin-1-yl]-7-hydroxy-6,7-dihydro-5H-cyclopenta[b]pyridin-3-yl}-6-(2,6-difluorophenyl)-5-fluoropyridine-2-carboxamide